3-sulfo-N-hydroxysuccinimide sodium salt [Na+].S(=O)(=O)([O-])C1CC(=O)N(C1=O)O